NC1=NC=CC2=CC=C(C=C12)C1=CC=C2CC[C@H](C2=C1)OC1=C(C=CC(=C1)C(F)(F)F)CC(=O)O (R)-2-(2-((6-(1-aminoisoquinolin-7-yl)-2,3-dihydro-1H-inden-1-yl)oxy)-4-(trifluoromethyl)phenyl)acetic acid